BrC1=C(C(=CC(=C1)C=CC1=CC=C(C=C1)OC)F)F 1-bromo-2,3-difluoro-5-(4-methoxystyryl)benzene